C1(CC1)N1N=CC(=C1)C=1C=NC=2CCN(CC2C1)C=1C(=C(C=2N(N1)C(C=CN2)=O)C)C 7-(3-(1-cyclopropyl-1H-pyrazol-4-yl)-7,8-dihydro-1,6-naphthyridin-6(5H)-yl)-8,9-dimethyl-4H-pyrimido[1,2-b]pyridazin-4-one